ClC1=NC(=C(C#N)C=C1)C(F)(F)F 6-chloro-2-(trifluoromethyl)nicotinonitrile